CC1=CC=2N(C=C1[N+](=O)[O-])C(=NN2)S 7-methyl-6-nitro-[1,2,4]triazolo[4,3-a]pyridine-3-thiol